C1(=CC=CC=C1)N1C(C(=CC=C1)C1=CC=CC=C1)=O 1,3-Diphenyl-2(1H)pyridone